4-(4-iodophenyl)-1,2,3,6-tetrahydropyridine hydrochloride Cl.IC1=CC=C(C=C1)C=1CCNCC1